NC1=CC(=C(C(=O)OCC)C=C1NCCOC)C ethyl (S)-4-amino-5-((2-methoxyethyl) amino)-2-methylbenzoate